C(#N)C1=NN2C(N(CC(C2)CNC(C=C)=O)C2=CC=C(C=C2)C(F)(F)F)=C1 N-((2-cyano-4-(4-(trifluoromethyl)phenyl)-4,5,6,7-tetrahydropyrazolo[1,5-a]pyrimidin-6-yl)methyl)acrylamide